N-(1-cyanocyclopropyl)-4-oxo-4,9-dihydro-3H-pyrimido[4,5-b]indole-7-sulfonamide C(#N)C1(CC1)NS(=O)(=O)C1=CC=C2C3=C(NC2=C1)N=CNC3=O